2-(4-aminobenzyl)isoindolin-1-one NC1=CC=C(CN2C(C3=CC=CC=C3C2)=O)C=C1